3-cyclopropyl-N-((1S)-((S)-3,3-difluorocyclohexyl)(6-(((5R)-2-oxo-5-(trifluoromethyl)piperidin-3-yl)methyl)imidazo[1,2-b]pyridazin-2-yl)methyl)isoxazole-4-carboxamide C1(CC1)C1=NOC=C1C(=O)N[C@H](C=1N=C2N(N=C(C=C2)CC2C(NC[C@@H](C2)C(F)(F)F)=O)C1)[C@@H]1CC(CCC1)(F)F